(E)-3-(2-Chlorocyclohexen-1-yl)-1-[4-[[2-hydroxy-4-[(E)-3-(4-methoxyphenyl)-3-oxoprop-1-enyl]phenyl]methoxy]phenyl]prop-2-en-1-one ClC1=C(CCCC1)/C=C/C(=O)C1=CC=C(C=C1)OCC1=C(C=C(C=C1)\C=C\C(=O)C1=CC=C(C=C1)OC)O